4-[(1R,3R)-2,2-dimethyl-3-(3-phenyl-1,2,4-oxadiazol-5-yl)cyclopropyl]benzenesulfonamide CC1([C@@H]([C@H]1C1=NC(=NO1)C1=CC=CC=C1)C1=CC=C(C=C1)S(=O)(=O)N)C